CN1CCN(CC1)C=1C=C(C=CC1)NC1=CC=C2C(=N1)NC=C2C2=CC=1N(C=C2)N=CC1C(=O)N[C@@H](C(F)(F)F)C (R)-5-(6-((3-(4-methylpiperazin-1-yl)phenyl)amino)-1H-pyrrolo[2,3-b]pyridin-3-yl)-N-(1,1,1-trifluoropropan-2-yl)pyrazolo[1,5-a]pyridine-3-carboxamide